2-((6-(2-(2,5-difluorophenyl)pyrrolidin-1-yl)-1,5-naphthyridin-4-yl)amino)ethan-1-ol FC1=C(C=C(C=C1)F)C1N(CCC1)C=1N=C2C(=CC=NC2=CC1)NCCO